1-(thiophen-3-yl)-9H-pyrido[3,4-b]indole-3-carboxylic acid S1C=C(C=C1)C1=NC(=CC2=C1NC1=CC=CC=C21)C(=O)O